C1(=CC=CC=C1)CC(CC)=O PHENYL-BUTAN-2-ONE